3-(5-(9-(3-methoxy-4-nitrobenzoyl)-3,9-diazaspiro[5.5]undecan-3-yl)-1-oxoisoindolin-2-yl)piperidine-2,6-dione COC=1C=C(C(=O)N2CCC3(CCN(CC3)C=3C=C4CN(C(C4=CC3)=O)C3C(NC(CC3)=O)=O)CC2)C=CC1[N+](=O)[O-]